CC=1C=2N(C=CC1)C(=NC2SC)C(C)(C)NC(=O)C2[C@H]1CN(C[C@@H]21)C(=O)OC(C)(C)C Tert-Butyl (1R,5S,6R)-6-((2-(8-Methyl-1-(Methylthio)Imidazo[1,5-a]Pyridin-3-yl)Prop-2-yl)Carbamoyl)-3-Azabicyclo[3.1.0]Hexane-3-Carboxylate